C1(CC1)C1=NC=NC(=C1C1=NC=C(C(=N1)C(=O)C1=CC=C(C=C1)C=1N(C=C(N1)C(F)(F)F)C)OC)OCC (4'-cyclopropyl-6'-ethoxy-5-methoxy-[2,5'-bipyrimidin]-4-yl)(4-(1-methyl-4-(trifluoromethyl)-1H-imidazol-2-yl)phenyl)methanone